CCCCCCC[C@@H](CC(=O)SCCNC(=O)CCNC(=O)[C@@H](C(C)(C)COP(=O)(O)OP(=O)(O)OC[C@@H]1[C@H]([C@H]([C@@H](O1)N2C=NC3=C(N=CN=C32)N)O)OP(=O)(O)O)O)O The molecule is a 3-hydroxyacyl-CoA that results from the formal condensation of the thiol group of coenzyme A with the carboxy group of 3-hydroxydecanoic acid. It has a role as a human metabolite and a Saccharomyces cerevisiae metabolite. It derives from a decanoic acid and a (S)-3-hydroxydecanoic acid. It is a conjugate acid of a (S)-3-hydroxydecanoyl-CoA(4-).